O1CCC(CC1)CO (tetrahydro-2H-pyran-4-yl)-methanol